ethyl 2-((2R,5S)-5-methyl-2-(2-(1-methylpiperidin-4-yl) quinolin-7-yl)piperidin-1-yl)-2-oxoacetate C[C@H]1CC[C@@H](N(C1)C(C(=O)OCC)=O)C1=CC=C2C=CC(=NC2=C1)C1CCN(CC1)C